C1(CC1)CN1C(C(=NC2=CC=CC=C12)C1=CC=C(C=C1)C)=O 1-(cyclopropylmethyl)-3-(p-tolyl)quinoxalin-2(1H)-one